dibromo-chloropyridine BrC1=C(C(=NC=C1)Cl)Br